ClC1=CC(=CC2=C1OCCC(S2)F)C(=O)OC methyl 9-chloro-4-fluoro-3,4-dihydro-2H-benzo[b][1,4]oxathiepine-7-carboxylate